CC1(CC(=CCC1)C1=CC=C(C=C1)C)C=O 1-Methyl-3-(4-methylphenyl)-3-cyclohexenecarbaldehyde